ClC=1N(C(C2=C(N1)CN(CC2)C(=O)OC(C)(C)C)=O)C2=CC(=C(C(=C2)C)F)C tert-butyl 2-chloro-3-(4-fluoro-3,5-dimethylphenyl)-4-oxo-4,5,6,8-tetrahydropyrido[3,4-d]pyrimidine-7(3H)-carboxylate